C12CN(CC2C1)C1=C(C=C(C(=O)NC2=C(C=C(C=C2)F)CC(=O)O)C=C1)NC(=O)C1=NN(C2=CC=CC=C12)CC(F)(F)F 2-(2-(4-(3-azabicyclo[3.1.0]hexan-3-yl)-3-(1-(2,2,2-trifluoroethyl)-1H-indazole-3-carboxamido)benzamido)-5-fluorophenyl)acetic acid